COC=1C=C(C=CC1)N=C=S m-methoxyphenyl isothiocyanate